1,1-bis(methacryloxymethyl)methyl isocyanate C(C(=C)C)(=O)OCC(COC(C(=C)C)=O)N=C=O